2-methyl-1,8-octanediamine CC(CN)CCCCCCN